(S)-4-benzyl-3-oxo-1,4-oxazepane-7-carboxylic acid C(C1=CC=CC=C1)N1C(CO[C@@H](CC1)C(=O)O)=O